2-methylgeraniol CC(=CCC/C(=C(/C)\CO)/C)C